CC(C(=O)OCC(CCC)OC(C(=C)C)=O)=C Pentane-1,2-diyl bis(2-methylacrylate)